Dipropionic acid sodium [Na].C(CC)(=O)O.C(CC)(=O)O